FC1=CC=CC(=N1)N1C(N2N(CC=C3C2C=2C=CC(=CC2OC3(C)C)O)C1=O)=O 2-(6-fluoropyridin-2-yl)-10-hydroxy-7,7-dimethyl-5,12b-dihydro-1H,7H-chromeno[4,3-c][1,2,4]triazolo[1,2-a]pyridazine-1,3(2H)-dione